N-((1r,3r)-3-(6-(((1-(6-(2-((2-(2,6-dioxopiperidin-3-yl)-1,3-dioxoisoindolin-4-yl)amino)acetamido)hexanoyl)piperidin-4-yl)methyl)amino)-9H-purin-9-yl)cyclobutyl)-6-methylpicolinamide O=C1NC(CC[C@H]1N1C(C2=CC=CC(=C2C1=O)NCC(=O)NCCCCCC(=O)N1CCC(CC1)CNC1=C2N=CN(C2=NC=N1)C1CC(C1)NC(C1=NC(=CC=C1)C)=O)=O)=O